C(=O)(C(=C)C)CCOC(=O)NCC(CC(CCNC(=O)OCCC(=O)C(=C)C)C)(C)C 1,6-bis(methacrylethyl-oxycarbonylamino)-2,2,4-trimethylhexane